NC=1C(CC(=CC1)C1=CC=CC=C1)(C(=O)N)F 4-amino-3-fluoro-[1,1-biphenyl]-3-carboxamide